ClC1=CC(=C(OCC=2C=NC=C(C#N)C2)C=C1OCC=1C(=C(C=CC1)C1=C(C(=CC=C1)\C=C(\C1=CC(=C(C=C1)CO)OC)/F)C)C)C=O (Z)-5-((4-chloro-5-((3'-(2-fluoro-2-(4-(hydroxymethyl)-3-methoxyphenyl)vinyl)-2,2'-dimethyl-[1,1'-biphenyl]-3-yl)methoxy)-2-formylphenoxy)methyl)nicotinonitrile